FC1=CC=C2C=C(C(=NC2=C1F)C)C=1OC(CC(N1)CC1=CC=C(C=C1)F)(C)C 2-(7,8-difluoro-2-methyl-3-quinolyl)-4-[(4-fluorophenyl)methyl]-6,6-dimethyl-4,5-dihydro-1,3-oxazine